FC=1C=CC=C2CC[C@@H]([C@@H](C12)NC(O)=O)O.C12(CC3CC(CC(C1)C3)C2)NC(COC2=NC(=NC(=C2)OCCO[Si](C2=CC=CC=C2)(C2=CC=CC=C2)C(C)(C)C)S(=O)(=O)C)=O N-(adamantan-1-yl)-2-((6-(2-((tert-butyldiphenylsilyl)oxy)ethoxy)-2-(methylsulfonyl)pyrimidin-4-yl)oxy)acetamide (1R,2S)-8-fluoro-2-hydroxy-1,2,3,4-tetrahydronaphthalen-1-yl-carbamate